N-(4-chloro-5-propionylpyridin-2-yl)cyclopropanecarboxamide ClC1=CC(=NC=C1C(CC)=O)NC(=O)C1CC1